octadecyl-hydroxysilane C(CCCCCCCCCCCCCCCCC)[SiH2]O